2-methoxy-5-((2-(3-methyl-1H-pyrazol-1-yl)pyridin-3-yl)methoxy)isonicotinaldehyde COC=1C=C(C=O)C(=CN1)OCC=1C(=NC=CC1)N1N=C(C=C1)C